4,4'-bis[4-(diphenyl-amino)phenyl]biphenyl C1(=CC=CC=C1)N(C1=CC=C(C=C1)C1=CC=C(C=C1)C1=CC=C(C=C1)C1=CC=C(C=C1)N(C1=CC=CC=C1)C1=CC=CC=C1)C1=CC=CC=C1